5-(4-((1H-pyrazol-4-yl)ethynyl)phenoxy)-1H-1,2,3-triazole-4-carboxylic acid N1N=CC(=C1)C#CC1=CC=C(OC2=C(N=NN2)C(=O)O)C=C1